1-(5-(difluoromethyl)-1,3,4-selenadiazole-2-yl)-N-(1-methylcyclopropyl)-4-(1,2,3,6-tetrahydropyridin-4-yl)-1H-indazole-6-sulfonamide FC(C1=NN=C([Se]1)N1N=CC2=C(C=C(C=C12)S(=O)(=O)NC1(CC1)C)C=1CCNCC1)F